BrCC=1C(=NC=CC1)C(=O)NC1=CC=C(C=C1)OC(F)(F)F (bromomethyl)-N-(4-(trifluoromethoxy)phenyl)pyridineamide